FC1=C(C=CC(=C1C(=O)C1=CNC2=NC=C(C=C21)C2=CC=C(C=C2)N2CCC(CC2)C=O)F)NS(=O)(=O)N2C[C@@H](CC2)F (R)-N-(2,4-difluoro-3-(5-(4-(4-formylpiperidin-1-yl)phenyl)-1H-pyrrolo[2,3-b]pyridine-3-carbonyl)phenyl)-3-fluoropyrrolidine-1-sulfonamide